OC1=CC=C(C=C1)CCNC(COCCOCCOCCNC(OC(C)(C)C)=O)=O tert-butyl (1-(4-hydroxyphenyl)-4-oxo-6,9,12-trioxa-3-azatetradecan-14-yl)carbamate